ONC(CCCCCOC1=CC=C(C=C1)N(C1=NC(=NC2=CC=CC=C12)C)C)=O N-hydroxy-6-(4-(methyl-(2-methyl-4-quinazolinyl)amino)phenoxy)hexanamide